ClC1=NC=CC2=C1CC(C2)CNCCC2CN(C(O2)=O)C=2C=CC=1OCC(NC1N2)=O 6-[5-[2-[(1-chloro-6,7-dihydro-5H-cyclopenta[c]pyridin-6-yl)methylamino]ethyl]-2-oxo-1,3-oxazolidin-3-yl]-4H-pyrido[3,2-b][1,4]oxazin-3-one